(4-((6-amino-5-cyanopyrimidin-4-yl)oxy)-3-methylphenyl)-3-(3-(tert-butyl)-1-(4-methoxyphenyl)-1H-pyrazol-5-yl)urea NC1=C(C(=NC=N1)OC1=C(C=C(C=C1)NC(=O)NC1=CC(=NN1C1=CC=C(C=C1)OC)C(C)(C)C)C)C#N